ClC1=CC(=C(N=N1)C(=O)N)NCC1=CC=C(C=C1)Cl 6-chloro-4-((4-chlorobenzyl)amino)pyridazine-3-carboxamide